4-(6-(6-((6-(methoxy-d3)pyridin-3-yl)methyl)-3,6-diazabicyclo[3.1.1]Heptan-3-yl)pyridin-3-yl)pyrazolo[1,5-a]pyridine-3-carbonitrile C(OC1=CC=C(C=N1)CN1C2CN(CC1C2)C2=CC=C(C=N2)C=2C=1N(C=CC2)N=CC1C#N)([2H])([2H])[2H]